O=C1N(CCC(N1)=O)N1C(C2=CC=C(C=C2C1)N1CCC(CC1)CN1CCC(CC1)N1N=C2C=C(C(=CC2=C1)NC(C1=NC(=CC=C1)C(F)(F)F)=O)OC)=O N-(2-(1-((1-(2-(2,4-dioxotetrahydropyrimidin-1(2H)-yl)-1-oxoisoindolin-5-yl)piperidin-4-yl)methyl)piperidin-4-yl)-6-methoxy-2H-indazol-5-yl)-6-(trifluoromethyl)picolinamide